Methyl (imino(4-(((S)-2-((2R,4R)-4-phenylpyrrolidine-2-carboxamido)propanamido)methyl)phenyl)methyl)carbamate N=C(C1=CC=C(C=C1)CNC([C@H](C)NC(=O)[C@@H]1NC[C@H](C1)C1=CC=CC=C1)=O)NC(OC)=O